3-(N-cyclohexylamino)propyl-triethoxysilane C1(CCCCC1)NCCC[Si](OCC)(OCC)OCC